C1=NC=C(C2=CC=CC=C12)C1CC(C(CC1)C(=O)OCC)=O ethyl 4-(4-isoquinolinyl)-2-oxo-cyclohexanecarboxylate